3-methyl-4-(1-(methylsulfonyl)-6-(1H-pyrrolo[2,3-b]pyridin-4-yl)-1H-pyrazolo[3,4-d]pyrimidin-4-yl)morpholine CC1N(CCOC1)C1=C2C(=NC(=N1)C1=C3C(=NC=C1)NC=C3)N(N=C2)S(=O)(=O)C